COC[C@H](C)NC1=NC(=CC2=C1N=C(N=C2)S(=O)C)C#N 8-(((S)-1-methoxypropan-2-yl)amino)-2-(methylsulfinyl)pyrido[3,4-d]pyrimidine-6-carbonitrile